N-(5-((6-chloro-1,2,3,4-tetrahydroacridin-9-yl)amino)-3-(isobutyldithio)pent-2-en-2-yl)carboxamide ClC=1C=C2N=C3CCCCC3=C(C2=CC1)NCCC(=C(C)NC=O)SSCC(C)C